(2s,3r,4r,5s,6r)-2-(7-chloro-6-(4-(1-hydroxycyclopropyl)benzyl)-2,3-dihydrobenzofuran-4-yl)-6-(hydroxymethyl)tetrahydro-2H-pyran-3,4,5-triol ClC1=C(C=C(C=2CCOC21)[C@@H]2O[C@@H]([C@H]([C@@H]([C@H]2O)O)O)CO)CC2=CC=C(C=C2)C2(CC2)O